CNC(=O)C1=CC=C(C=N1)C=1CCN(CC1)CC=1C=NC=2C=C(C(NC2C1)=C=O)C#CC N-methyl-1'-((6-carbonyl-7-(prop-1-yn-1-yl)-5,6-dihydro-1,5-naphthyridin-3-yl)methyl)-1',2',3',6'-tetrahydro-[3,4'-bipyridine]-6-carboxamide